C(C)(C)(C)OC(N[C@@H]1C[C@@H](CC12CCN(CC2)C2=NC(=C(C(=N2)C#N)C2=C(C(=CC=C2)Cl)Cl)C)O[Si](C)(C)C(C)(C)C)=O ((1R,3R)-3-((tert-butyldimethylsilyl)oxy)-8-(4-cyano-5-(2,3-dichlorophenyl)-6-methylpyrimidin-2-yl)-8-azaspiro[4.5]decan-1-yl)carbamic acid tert-butyl ester